C(C)C=1C=CC2=C(C3=CC=CC=C3C=C2C1)OC(=O)CC(C(=O)O)C=CCCCCCCCCCCCCCC 3-ethyl-9-(2-n-hexadecenyl-2-carboxyethyl)carbonyloxyanthracene